tert-butyl 3-((5-(1-aminoisoquinolin-5-yl)-3-((2-(2-ethoxy-2-oxoethyl)phenoxy)methyl)-1H-indazol-1-yl)methyl)azetidine-1-carboxylate NC1=NC=CC2=C(C=CC=C12)C=1C=C2C(=NN(C2=CC1)CC1CN(C1)C(=O)OC(C)(C)C)COC1=C(C=CC=C1)CC(=O)OCC